C(C)C1=C(C(=C(C(=C1[2H])[2H])[2H])[2H])[2H] ethylbenzene-d5